ClC1=NC=C(C(=O)NC([2H])([2H])[2H])C(=C1)NC1=NC=CC=2C3=C(CN(C12)C)N=CC=N3 6-chloro-N-(methyl-d3)-4-((6-methyl-5,6-dihydropyrazino[2,3-c][1,7]naphthyridin-7-yl)amino)nicotinamide